OC1(CCN(CC12CCCC2)C([C@@H](CC(F)(F)F)C)=O)CN2C(C1=CC=C(C=C1C=C2)C(F)(F)F)=O 2-((10-Hydroxy-7-((R)-4,4,4-trifluoro-2-methylbutanoyl)-7-azaspiro[4.5]decan-10-yl)methyl)-6-(trifluoromethyl)isoquinolin-1(2H)-one